ClC=1C=CC(=NC1)C=1N=C(C(=NC1)N)C=1C=NN(C1)C 5-(5-Chloropyridin-2-yl)-3-(1-methyl-1H-pyrazol-4-yl)pyrazin-2-amine